CC(C)(C)C(=O)C(N1C=CN=C1)OC2=CC=C(C=C2)Cl The molecule is a ketone that is butan-2-one substituted by a 4-chlorophenoxy and a 1H-imidazol-1-yl group at position 1 and 2 methyl groups at position 3. It is a member of monochlorobenzenes, a member of imidazoles, an aromatic ether, a ketone and a hemiaminal ether.